C1(CC1)C([C@@H](C(=O)NC=1C=NN(C1F)[C@@H](C)C=1C(NC=C(C1)F)=O)NC(=O)C=1N(N=CC1)C(C)C)C1CC1 N-[(1S)-1-(dicyclopropylmethyl)-2-[[5-fluoro-1-[(1S)-1-(5-fluoro-2-oxo-1H-pyridin-3-yl)ethyl]pyrazol-4-yl]amino]-2-oxo-ethyl]-2-isopropyl-pyrazole-3-carboxamide